tert-butyl (R)-(3-((1-(2-(4-(dimethylcarbamoyl)-1H-pyrrol-2-yl)quinolin-4-yl)ethyl)carbamoyl)-4-methylbenzyl)carbamate CN(C(=O)C=1C=C(NC1)C1=NC2=CC=CC=C2C(=C1)[C@@H](C)NC(=O)C=1C=C(CNC(OC(C)(C)C)=O)C=CC1C)C